3,4-dinitrofurazanyl-furazan [N+](=O)([O-])C1N(ON=C1[N+](=O)[O-])C1=NON=C1